N1=CC=C(C=C1)C=1C=NN2CCOC3=C(C12)C=CC(=C3)OCC=3N=C1SC=CN1C3 1-Pyridin-4-yl-8-(imidazo[2,1-b]thiazol-6-ylmethanoxy)-4,5-dihydro-6-oxa-3,3a-diaza-benzo-azulene